ClC1=CC=C(C=C1)C(C)(C#C)C=1N=C(SC1)NC(C1=C(C=C(C=C1F)N1CC(NCC1)CO)F)=O N-(4-(2-(4-chlorophenyl)but-3-yn-2-yl)thiazol-2-yl)-2,6-difluoro-4-(3-(hydroxymethyl)piperazin-1-yl)benzamide